C(C=C)OC1OCCCC1 2-(prop-2-ene-1-oxy)tetrahydro-2H-pyran